NC1=CC=C(OCC2(N=C(OC2)C2=CC=C(N)C=C2)C)C=C1 4-[4-[(4-aminophenoxy)methyl]-4,5-dihydro-4-methyl-2-oxazolyl]-aniline